FC1=C(C=CC(=N1)C(=O)N)N1CCN(CC1)CC=1C(=C2CC(C(=NC2=CC1)C)=O)F 6-fluoro-5-(4-((5-fluoro-2-methyl-3-oxo-3,4-dihydroquinolin-6-yl)methyl)piperazin-1-yl)pyridine-2-carboxamide